[N+](=O)([O-])C1=CC=C(CN(C(O)=O)C2CCC(CC2)C=O)C=C1.ClC1=C(C=CC(=C1)C(F)(F)F)OC1=CC(=C(C=C1)[N+](=O)[O-])OCC 2-chloro-1-(3-ethoxy-4-nitrophenoxy)-4-(trifluoromethyl)benzene 4-nitrobenzyl-((1s,4s)-4-formylcyclohexyl)carbamate